n-butoxypropanol CCCCOCC(C)O